4-amino-5-[(3,3-difluoroazetidin-1-yl)methyl]pyrrolo[2,1-f][1,2,4]triazin-7-yl-N-[(3R,4S)-4-fluoro-1-(2-hydroxy-2-methylpropanoyl)pyrrolidin-3-yl]benzamide NC1=NC=NN2C1=C(C=C2C2=C(C(=O)N[C@@H]1CN(C[C@@H]1F)C(C(C)(C)O)=O)C=CC=C2)CN2CC(C2)(F)F